isooctanol isostearate C(CCCCCCCCCCCCCCC(C)C)(=O)OCCCCCC(C)C